ClC=1C=C(CNC(=O)C=2N=C(SC2)C#C)C=CC1 N-(3-chlorobenzyl)-2-ethynyl-thiazole-4-carboxamide